CC=1C=C(C)C=C(C1C)C 3,4,5-trimethyltoluene